FC(C(C(F)(F)F)(O)C1=CC=C(C=C1)NC(=O)C1N(CC2=CC(=CC=C12)S(=O)(=O)CC(C)C)C(=O)OC(C)(C)C)(F)F tert-Butyl 1-{[4-(1,1,1,3,3,3-hexafluoro-2-hydroxypropan-2-yl)phenyl]carbamoyl}-5-[(2-methylpropyl)sulfonyl]-1,3-dihydro-2H-isoindole-2-carboxylate